(4-Phenylthiophen-2-yl)-4-oxobutanoic acid C1(=CC=CC=C1)C=1C=C(SC1)C(C(=O)O)CC=O